5-((tert-butoxycarbonyl)amino)-2-(((S)-mesitylsulfinyl)amino)-3,3-dimethylvaleric acid ethyl ester C(C)OC(C(C(CCNC(=O)OC(C)(C)C)(C)C)N[S@@](=O)C1=C(C=C(C=C1C)C)C)=O